(S)-4-(1-(3-cyano-1-(3-(trifluoromethyl)benzyl)-1H-indole-2-carboxamido)ethyl)benzoic acid C(#N)C1=C(N(C2=CC=CC=C12)CC1=CC(=CC=C1)C(F)(F)F)C(=O)N[C@@H](C)C1=CC=C(C(=O)O)C=C1